C(CCC)C=1S(C=CC1)CC1CCN(CC1)C 2-butyl-1-[(1-methylhexahydropyridin-4-yl)methyl]thiophene